[(1S,2S)-2-(2,6-dimethylphenyl)-1-methyl-propyl] (2S)-2-[(3-hydroxy-4-methoxy-pyridine-2-carbonyl)amino]propanoate OC=1C(=NC=CC1OC)C(=O)N[C@H](C(=O)O[C@H]([C@@H](C)C1=C(C=CC=C1C)C)C)C